(S)-tert-butyl 4-(4-(3'-chloro-5-fluoro-2-methoxy-4'-(3-methyl-2-oxo-2,3-dihydro-1H-imidazol-1-yl)-[1,1'-biphenyl]-3-yl)pyridin-2-yl)-2-(hydroxymethyl)piperazine-1-carboxylate ClC=1C=C(C=CC1N1C(N(C=C1)C)=O)C1=C(C(=CC(=C1)F)C1=CC(=NC=C1)N1C[C@H](N(CC1)C(=O)OC(C)(C)C)CO)OC